C(OCC([C@H](C[C@H]1C(NCC1)=O)NC([C@@H](NC(=O)C=1NC2=CC=CC(=C2C1)OC)CC(C)C)=O)=O)(OC(C)C)=O (3S)-3-({N-[(4-methoxy-1H-indol-2-yl)carbonyl]-L-leucyl}amino)-2-oxo-4-[(3S)-2-oxopyrrolidin-3-yl]butyl propan-2-yl carbonate